FC=1C(=NC(=C(C1)F)OC)N 3,5-difluoro-6-methoxy-pyridin-2-amine